6-(4-cyanophenyl)-N-(quinolin-8-yl)pyridine-2-sulfonamide C(#N)C1=CC=C(C=C1)C1=CC=CC(=N1)S(=O)(=O)NC=1C=CC=C2C=CC=NC12